tert-butyl 3-((3-chloro-5-isopropylisoquinolin-8-yl)methyl)azetidine-1-carboxylate ClC=1N=CC2=C(C=CC(=C2C1)C(C)C)CC1CN(C1)C(=O)OC(C)(C)C